BrC=1C=CC(=C2CCC(C12)=O)CC(=O)O 2-(7-bromo-1-oxo-2,3-dihydro-1H-inden-4-yl)acetic acid